CC(CCCC(=O)O)C(C)(C)C 5,6,6-trimethylheptanoic acid